FC(C=1C=C(C=CC1F)N1CCN(CC1)C(CN1N=C(C2=C1CCC2)C(=O)N2C[C@H](O[C@H](C2)C)C)=O)F 1-{4-[3-(Difluoromethyl)-4-fluorophenyl]piperazin-1-yl}2-{3-[(2R,6S)-2,6-dimethylmorpholin-4-carbonyl]-5,6-dihydrocyclopenta[c]pyrazol-1(4H)-yl}ethan-1-on